3-[4-(chloromethyl)-3,5-difluoro-phenyl]-2-(cyclopentyloxy)pyridineacetyl-piperazinedione ClCC1=C(C=C(C=C1F)C=1C(NC=CC1)(CC(=O)N1C(C(NCC1)=O)=O)OC1CCCC1)F